2-(4-(6-chloro-2-methyl-2H-indazol-5-ylamino)-2,3-dihydro-3-(naphthalen-1-yl)-2,6-dioxopyrimidin-1(6H)-yl)-N-methylacetamide ClC=1C(=CC2=CN(N=C2C1)C)NC=1N(C(N(C(C1)=O)CC(=O)NC)=O)C1=CC=CC2=CC=CC=C12